N=1C=CN2C1C=CC(=C2)C2=NC(=NC=C2)NC2=CC(=CC=C2)C(F)(F)F 4-(imidazo[1,2-a]pyridin-6-yl)-N-(3-(trifluoromethyl)phenyl)pyrimidin-2-amine